cis-butenyl benzenebenzyl{(5R)-5-[(tert-butoxycarbonyl) amino]-6-[(4-nitrobenzyl) (2-thienylmethyl)amino]-6-oxohexyl}carbamate C1(=CC=CC=C1)C1=CC=CC=C1CN(C(O\C=C/CC)=O)CCCC[C@H](C(=O)N(CC=1SC=CC1)CC1=CC=C(C=C1)[N+](=O)[O-])NC(=O)OC(C)(C)C